tertbutyl ((cis)-3-(((4-bromo-5-methylisoxazol-3-yl)oxy)methyl)cyclobutyl)carbamate BrC=1C(=NOC1C)OC[C@H]1C[C@H](C1)NC(OC(C)(C)C)=O